tert-butyl (1R,5S,6s)-6-((5-cyano-4'-fluoro-[1,1'-biphenyl]-3-yl)oxy)-3-azabicyclo[3.1.0]hexane-3-carboxylate C(#N)C=1C=C(C=C(C1)C1=CC=C(C=C1)F)OC1[C@@H]2CN(C[C@H]12)C(=O)OC(C)(C)C